4-bromo-N-(pyridin-4-ylmethyl)benzenesulfonamide BrC1=CC=C(C=C1)S(=O)(=O)NCC1=CC=NC=C1